FC(C1=CC=CC(=N1)C1=NC(=NC(=N1)NC1=CC(=NC=C1)C(F)(F)F)NC1(CCCC1)O)(F)F ((4-(6-(trifluoromethyl)pyridin-2-yl)-6-((2-(trifluoromethyl)pyridin-4-yl)amino)-1,3,5-triazin-2-yl)amino)cyclopentanol